COC1=CC=C(C(=N1)C)S(=O)(=O)N1C[C@@H]2CN(C[C@@H]2C1)C1CCOCC1 (3ar,6as)-2-((6-methoxy-2-methylpyridin-3-yl)sulfonyl)-5-(tetrahydro-2H-pyran-4-yl)octahydropyrrolo[3,4-c]pyrrole